ClC=1C(=CC(=NC1)NC1CCOCC1)C1=CC=C2CN(C(C2=C1)=O)[C@@H](C(=O)N[C@H](C)C1=NC(=CC=C1)N1CCN(CC1)C)C (2R)-2-(6-{5-chloro-2-[(oxan-4-yl)amino]pyridin-4-yl}-1-oxo-2,3-dihydro-1H-isoindol-2-yl)-N-[(1R)-1-[6-(4-methylpiperazin-1-yl)pyridin-2-yl]ethyl]propanamide